OC(C)CC(CCCCCCCCCCCC)OCC(=O)C1=CC=CC=C1 2-hydroxy-4-hexadecyloxy-acetophenone